2-[3-[3-(difluoromethoxy)-4-(3-fluoroazetidine-1-carbonyl)-5-methoxyphenyl]imidazo[1,2-a]pyridin-7-yl]-2-methylpropanenitrile FC(OC=1C=C(C=C(C1C(=O)N1CC(C1)F)OC)C1=CN=C2N1C=CC(=C2)C(C#N)(C)C)F